phosphorus (4-chlorophenyl) sulfate S(=O)(=O)(OC1=CC=C(C=C1)Cl)[O-].[P+3].ClC1=CC=C(C=C1)OS(=O)(=O)[O-].ClC1=CC=C(C=C1)OS(=O)(=O)[O-]